NCC1=NN=C(O1)C1=C(NC2=CC=C(C=C2)C(F)(F)F)C=CC=C1 2-[5-(aminomethyl)-1,3,4-oxadiazol-2-yl]-N-[4-(trifluoromethyl)phenyl]aniline